O=S1(CCN(CC1)C([C@H](CC(=O)O)N(C)C(=O)OCC1C2=CC=CC=C2C=2C=CC=CC12)=O)=O (3S)-4-(1,1-dioxo-1,4-thiazinan-4-yl)-3-[9H-fluoren-9-ylmethoxycarbonyl(methyl)amino]-4-oxobutanoic acid